C1(CCC1)C(=O)N cyclobutancarboxamid